(S)-3-(4-(5-(4-acetylphenyl)-1,2,4-oxadiazol-3-yl)phenyl)-2-aminopropanoic acid hydrochloride Cl.C(C)(=O)C1=CC=C(C=C1)C1=NC(=NO1)C1=CC=C(C=C1)C[C@@H](C(=O)O)N